ClC1=C(C=CC=C1I)OC1=NC=C(C=O)C=C1C(F)(F)F 6-((2-chloro-3-iodophenyl)oxy)-5-(trifluoromethyl)nicotinaldehyde